O=C1[C@H]2N(C3=C(N1)C=CC=N3)CCN(C2)C(=O)OC(C)(C)C tert-butyl (S)-6-oxo-5,6,6a,7,9,10-hexahydro-8H-pyrazino[1,2-a]pyrido[3,2-e]pyrazine-8-carboxylate